ClC=1C(=NC=CC1F)[C@@H](C)N |r| (+/-)-1-(3-chloro-fluoropyridin-2-yl)ethylamine